The molecule is an acyl-CoA(4-) that is the tetraanion of acetyl-CoA, arising from deprotonation of the phosphate and diphosphate OH groups. It has a role as a human metabolite and a Saccharomyces cerevisiae metabolite. It is a conjugate base of an acetyl-CoA. CC(=O)SCCNC(=O)CCNC(=O)[C@@H](C(C)(C)COP(=O)([O-])OP(=O)([O-])OC[C@@H]1[C@H]([C@H]([C@@H](O1)N2C=NC3=C(N=CN=C32)N)O)OP(=O)([O-])[O-])O